COC(NCC1NCCC1)=O methyl(pyrrolidin-2-ylmethyl)carbamate